O=C1NC(CCC1N1C(C2=CC=CC(=C2C1)CN1CCN(CC1)C/C=C/C(=O)O)=O)=O (E)-4-(4-((2-(2,6-dioxopiperidin-3-yl)-1-oxoisoindolin-4-yl)methyl)piperazin-1-yl)but-2-enoic acid